6-chloro-2-(6-ethylpyridin-3-yl)-N-[(3S)-9-fluoro-2-oxo-5-phenyl-1,3-dihydro-1,4-benzodiazepine-3-Yl]imidazo[1,2-b]pyridazine-3-carboxamide ClC=1C=CC=2N(N1)C(=C(N2)C=2C=NC(=CC2)CC)C(=O)N[C@@H]2C(NC1=C(C(=N2)C2=CC=CC=C2)C=CC=C1F)=O